(5-bromo-2-methyl-2H-1,2,3-triazol-4-yl)(1-(cyclopropylmethyl)-1H-pyrazol-4-yl)methanol BrC=1C(=NN(N1)C)C(O)C=1C=NN(C1)CC1CC1